2-(benzyloxy)-4-bromo-6-chlorobenzaldehyde C(C1=CC=CC=C1)OC1=C(C=O)C(=CC(=C1)Br)Cl